C(C)(C)(C)N1N=C(C=C1C)NC1=CC(=C(C(=N1)C[C@@]1(C[C@H](N(CC1)CC1=C(C(=CC=C1)Cl)F)C)C(=O)OC(C)(C)C)F)C(C)F tert-butyl (2R,4R)-4-((6-((1-(tert-butyl)-5-methyl-1H-pyrazol-3-yl) amino)-3-fluoro-4-(1-fluoroethyl) pyridin-2-yl) methyl)-1-(3-chloro-2-fluorobenzyl)-2-methylpiperidine-4-carboxylate